2-Thia-7-azaspiro[3.5]nonane C1SCC12CCNCC2